C(=O)C=1C=CC(=NC1)C=1C(=C(C=CC1)NC=1C=C(C=2N(N1)C(=CN2)C(=O)NC2C(C2)C)NC)OC 6-{[3-(5-formylpyridin-2-yl)-2-methoxyphenyl]amino}-8-(methylamino)-N-(2-methylcyclopropyl)imidazo[1,2-b]pyridazine-3-carboxamide